4-(5-fluoro-benzimidazol-1-yl)-aniline FC1=CC2=C(N(C=N2)C2=CC=C(N)C=C2)C=C1